3-(hydroxymethyl)morpholine OCC1NCCOC1